C(CCC)C(C(=O)O)OC.COCC(=O)OCCCC butyl methoxyacetate (butyl methoxy acetate)